1-(2-Chlorothiazol-5-yl)ethanone ClC=1SC(=CN1)C(C)=O